3-((4-(4-((((R)-1-(2-chlorophenyl)ethoxy)carbonyl)amino)-3-methylisoxazol-5-yl)phenyl)carbamoyl)-2,2-difluorocyclopropane-1-carboxylic acid ClC1=C(C=CC=C1)[C@@H](C)OC(=O)NC=1C(=NOC1C1=CC=C(C=C1)NC(=O)C1C(C1C(=O)O)(F)F)C